N-(3-((4-amino-7-((1r,4r)-4-hydroxycyclohexyl)-7H-pyrrolo[2,3-d]pyrimidin-5-yl)ethynyl)-4-methylphenyl)-4-((4-methylpiperazin-1-yl)methyl)-3-(trifluoromethyl)benzamide NC=1C2=C(N=CN1)N(C=C2C#CC=2C=C(C=CC2C)NC(C2=CC(=C(C=C2)CN2CCN(CC2)C)C(F)(F)F)=O)C2CCC(CC2)O